N-(beta-ureidoethyl)methacrylamide N(C(=O)N)CCNC(C(=C)C)=O